(2R)-N-Ethyl-2-({2-[2-(trifluoromethoxy)phenyl][1,2,4]triazolo[1,5-c]quinazolin-5-yl}amino)butanamide tert-butyl(3-amino-2-hydroxypropyl)carbamate C(C)(C)(C)N(C(O)=O)CC(CN)O.C(C)NC([C@@H](CC)NC1=NC=2C=CC=CC2C=2N1N=C(N2)C2=C(C=CC=C2)OC(F)(F)F)=O